tert-butyl (2-(N-(2-((2-ethoxy-3,4-dioxocyclobut-1-en-1-yl)amino) ethyl)benzamido)ethyl)carbamate C(C)OC1=C(C(C1=O)=O)NCCN(C(C1=CC=CC=C1)=O)CCNC(OC(C)(C)C)=O